FC1=CC=C(C=C1)C=1C=C2C(=NC=NC2=C(C1)OCC(=O)N[C@@H]1[C@@H](CCC1)C(=O)O)NCC=1N=NC(=CC1)C (1R,2S)-2-(2-((6-(4-fluorophenyl)-4-(((6-methylpyridazin-3-yl)methyl)amino)quinazolin-8-yl)oxy)acetamido)cyclopentane-1-carboxylic acid